2-methyl-3-((5-methyl-2-vinyl-1,3,2-dioxasilinan-2-yl)oxy)propan-1-ol CC(CO)CO[Si]1(OCC(CO1)C)C=C